C1(CCCC1)N1[C@@H](C(N(C=2C=NC(=NC12)NC1=C(C=C(C(=O)NCCN(C/C=C/C(=O)OC)C)C=C1)OC)C)=O)CC methyl (E)-4-[2-[[4-[[(7R)-8-cyclopentyl-7-ethyl-5-methyl-6-oxo-7H-pteridin-2-yl]amino]-3-methoxy-benzoyl]amino] ethylmethyl-amino]but-2-enoate